C1(CCCC1)N1C(=CC2=C1N=C(N=C2)NC2=NC=C(C=C2)CN2C[C@@H](NCC2)C)C(=O)O 7-cyclopentyl-2-[5-((S)-3-methylpiperazin-1-ylmethyl)-pyridin-2-ylamino]-7H-pyrrolo[2,3-d]pyrimidine-6-carboxylic acid